FC(C1=NN=C(S1)N1N=CC2=C(C=C(C=C12)S(=O)(=O)NC1(COC1)C)N1C[C@@H](N(CC1)C(C(C)C)=O)C)F (S)-1-(5-(difluoromethyl)-1,3,4-thiadiazol-2-yl)-4-(4-isobutyryl-3-methylpiperazin-1-yl)-N-(3-methyloxetan-3-yl)-1H-indazole-6-sulfonamide